BrC=1C(=C(C=C(C1)Cl)C1=CC(=NC=C1)F)OC 4-(3-bromo-5-chloro-2-methoxyphenyl)-2-fluoropyridine